ClC1=NC=2NC(C(NC2C(=N1)C1CCC(CC1)(F)F)C)C 2-chloro-4-(4,4-difluorocyclohexyl)-6,7-dimethyl-5,6,7,8-tetrahydropteridine